BrC=1C=CC=2C3=C(C=[N+](C2C1)[O-])N=C(N3CC3=CC=C(C=C3)OC)CN(C(C)=O)CC 7-bromo-2-((N-ethylacetamido)methyl)-1-(4-methoxybenzyl)-1H-imidazo[4,5-c]Quinoline 5-oxide